2-(3-acetyl-5-(2-cyclopropylacetamido)-1H-indol-1-yl)-N-(2-(3-chloro-2-fluorophenylmethylamino)-2-oxoethyl)-N-cyclopropylacetamide C(C)(=O)C1=CN(C2=CC=C(C=C12)NC(CC1CC1)=O)CC(=O)N(C1CC1)CC(=O)NCC1=C(C(=CC=C1)Cl)F